ClC1=C(C(=C(C=C1)NC(=O)NC1=CC(=CC=C1)F)F)C(=O)C=1C=C2N=C(C=NC2=CC1)OC 1-(4-chloro-2-fluoro-3-(3-methoxyquinoxaline-6-carbonyl)phenyl)-3-(3-fluorophenyl)urea